C(CCCCCCCCCCCCCCCCCC)SCCCCCCCCCCCCCCCCCCC nonadecyl sulfide